ClC=1C(=NC(=NC1)NC1CCOCC1)C1=CC(=C2CN(C(C2=C1)=O)[C@@H](C(=O)N[C@@H](C)C1=NC(=CC=C1)N1CCN(CC1)C)C)F (2R)-2-(6-{5-chloro-2-[(oxan-4-yl)amino]pyrimidin-4-yl}-4-fluoro-1-oxo-2,3-dihydro-1H-isoindol-2-yl)-N-[(1S)-1-[6-(4-methylpiperazin-1-yl)pyridin-2-yl]ethyl]propanamide